N-(1-(1-(4-fluorophenyl)-6-methyl-1H-indazol-5-yl)-4-methylpiperidin-4-yl)-1-propyl-1H-pyrazole-4-sulfonamide FC1=CC=C(C=C1)N1N=CC2=CC(=C(C=C12)C)N1CCC(CC1)(C)NS(=O)(=O)C=1C=NN(C1)CCC